C1NCC12CC(C2)CCN2CCC(CC2)C=2C=NC(=NC2)N2[C@@H](C1=C(NC=3N=NC(=CC31)C3=C(C=CC=C3)O)CC2)C (R)-2-(6-(5-(1-(2-(2-azaspiro[3.3]heptan-6-yl)ethyl)piperidin-4-yl)pyrimidin-2-yl)-5-methyl-6,7,8,9-tetrahydro-5H-pyrido[3',4':4,5]pyrrolo[2,3-c]pyridazin-3-yl)phenol